BrCC1=C(C=CC=C1)OC1CC1 1-(Bromomethyl)-2-cyclopropyloxybenzene